trans-N1-(6-(3-isopropyl-2-methyl-2H-indazol-5-yl)pyrimidin-4-yl)cyclohexane-1,4-diamine C(C)(C)C=1N(N=C2C=CC(=CC12)C1=CC(=NC=N1)N[C@@H]1CC[C@H](CC1)N)C